(R)-5-chloro-2-(2-ethylmorpholino)pyridin-4-amine ClC=1C(=CC(=NC1)N1C[C@H](OCC1)CC)N